oleoyl-methyltauryl-sulfonic acid C(CCCCCCC\C=C/CCCCCCCC)(=O)C(S(=O)(=O)S(=O)(=O)O)(CN)C